(8-methyl-1,3,4,5-tetrahydropyrido[4,3-b]indol-2-yl)-(5-methyl-1H-pyrazol-3-yl)methanone CC1=CC=2C3=C(NC2C=C1)CCN(C3)C(=O)C3=NNC(=C3)C